BrC=1N=C(N(C1)CC1=CC=C(C=C1)OC)C 4-bromo-1-(4-methoxybenzyl)-2-methyl-1H-imidazole